N-[(3R,6S)-6-[6-(trifluoromethyl)-3,4-dihydro-1H-isoquinoline-2-carbonyl]tetrahydropyran-3-yl]-2-[4-(trifluoromethyl)phenoxy]acetamide FC(C=1C=C2CCN(CC2=CC1)C(=O)[C@@H]1CC[C@H](CO1)NC(COC1=CC=C(C=C1)C(F)(F)F)=O)(F)F